(2S,4R)-1-(2-(4-amino-2-methyl-7H-pyrrolo[2,3-d]pyrimidin-7-yl)acetyl)-N-(3-chloro-2-fluorophenylmethyl)-4-fluoropyrrolidine-2-carboxamide NC=1C2=C(N=C(N1)C)N(C=C2)CC(=O)N2[C@@H](C[C@H](C2)F)C(=O)NCC2=C(C(=CC=C2)Cl)F